N-(3α,7α-Dihydroxyl-4β-fluoro-6α-ethyl-5β-cholan-24-oyl)-2-trifluoromethylphenyl-sulfonamide O[C@H]1[C@@H]([C@H]2[C@H]([C@H]([C@H]3[C@@H]4CC[C@H]([C@@H](CCC(=O)NS(=O)(=O)C5=C(C=CC=C5)C(F)(F)F)C)[C@]4(CC[C@@H]3[C@]2(CC1)C)C)O)CC)F